(Bis(benzyloxy)phosphoryl)pentanoic acid C(C1=CC=CC=C1)OP(=O)(OCC1=CC=CC=C1)C(C(=O)O)CCC